3-(6-{4-[(azetidine-3-yl)methyl]piperazin-1-yl}-4-methyl-1-oxo-1,2-dihydrophthalazin-2-yl)piperidine-2,6-dione N1CC(C1)CN1CCN(CC1)C=1C=C2C(=NN(C(C2=CC1)=O)C1C(NC(CC1)=O)=O)C